4-(but-3-yn-2-yl)-2,2,7-trifluoro-6-(perfluorophenyl)-2H-benzo[b][1,4]oxazin-3(4H)-one CC(C#C)N1C2=C(OC(C1=O)(F)F)C=C(C(=C2)C2=C(C(=C(C(=C2F)F)F)F)F)F